CC(CC)S(=O)(=O)[O-] 1,2-dimethyl-ethanesulfonate